C(#N)C1=CC=C(C=C1)NN=C(CC(=O)OCC)C(F)F ethyl 3-[(4-cyanophenyl)hydrazono]-4,4-difluoro-butanoate